COS(=O)(=O)[O-].C(CCCCCCC\C=C/CCCCCCCC)C(C[N+](C)(CCO)CC(CCCCCCCC\C=C/CCCCCCCC)C(=O)O)C(=O)O di(oleylcarboxyethyl)hydroxyethylmethylammonium methylsulfate